4-[(3-{[4-(Cyclopropanecarbonyl)piperazin-1-yl]carbonyl}-4-fluorophenyl)methyl]-2H-phthalazin-1-one C1(CC1)C(=O)N1CCN(CC1)C(=O)C=1C=C(C=CC1F)CC1=NNC(C2=CC=CC=C12)=O